C(C)C1=CC=C(N=N1)NC1=CC(=C(C=C1)C1=CN=C(S1)[C@@H]1CC[C@H](CC1)NC(OC(C)C)=O)S(NCC)(=O)=O isopropyl trans-N-[4-[5-[4-[(6-ethylpyridazin-3-yl)amino]-2-(ethylsulfamoyl)phenyl]thiazol-2-yl]cyclohexyl]carbamate